1-[2-(4-Fluorophenyl)-3-[2-(methoxymethyl)pyridin-4-yl]-3H-imidazo[4,5-b]pyridin-5-yl]piperazine FC1=CC=C(C=C1)C1=NC=2C(=NC(=CC2)N2CCNCC2)N1C1=CC(=NC=C1)COC